pentanediol sulfate S(=O)(=O)(O)OC(CCCC)O